(R)-3-cyclopropyl-6-((3-(2,3-dichloro-6-fluorophenyl)-1-(2-fluoroacryloyl)pyrrolidin-3-yl)amino)-8-fluoroquinazolin-4(3H)-one C1(CC1)N1C=NC2=C(C=C(C=C2C1=O)N[C@@]1(CN(CC1)C(C(=C)F)=O)C1=C(C(=CC=C1F)Cl)Cl)F